COC1=C(CN=C=NC2=C(C#N)C=CC=C2OC)C=CC(=C1)OC (((2,4-dimethoxybenzyl)imino)methyleneamino)-3-methoxybenzonitrile